C1(CCC1)CN1C(N(C2=C1C=CC(=C2)S(=O)(=O)NC2(CC2)C)C)=O 1-(cyclobutylmethyl)-3-methyl-N-(1-methylcyclopropyl)-2-oxo-benzimidazole-5-sulfonamide